NC1=CC=C(C=C1)C(CS(=O)(=O)CC(C1=CC=C(C=C1)N)O)O p-aminophenyl-β-hydroxyethyl sulfone